NC(CO)CO 2-amino-1,3-propandiol